4-(6-(3,6-Diazabicyclo[3.1.1]hept-3-yl)pyridin-3-yl)-6-((1r,3r)-3-hydroxycyclobutoxy)pyrazolo[1,5-a]pyridine-3-carbonitrile C12CN(CC(N1)C2)C2=CC=C(C=N2)C=2C=1N(C=C(C2)OC2CC(C2)O)N=CC1C#N